O=C1NC(CCC1N1C(N(C2=C1C=CC(=C2)C2CC1CCC(C2)N1CC(=O)OC(C)(C)C)C)=O)=O tert-butyl 2-[3-[1-(2,6-dioxo-3-piperidyl)-3-methyl-2-oxo-benzimidazol-5-yl]-8-azabicyclo[3.2.1]octan-8-yl]acetate